4-(5,5,6-trimethylbicyclo[2.2.1]hept-2-yl)-1-cyclohexanol CC1(C2CC(C(C1C)C2)C2CCC(CC2)O)C